(5S,7S)-7-fluoro-5-(3-fluorophenyl)-2-(trifluoromethylsulfonyl)-6,7-dihydro-5H-pyrrolo[1,2-b][1,2,4]triazole F[C@H]1C[C@H](N2N=C(N=C21)S(=O)(=O)C(F)(F)F)C2=CC(=CC=C2)F